C(C)(C)(C)OC(NCCOCCOCCOCCOCCN)=O (14-amino-3,6,9,12-tetraoxatetradec-1-yl)carbamic acid tert-butyl ester